4-((4-hydroxybutyl)amino)butyl (9Z,12Z)-octadeca-9,12-dienoate C(CCCCCCC\C=C/C\C=C/CCCCC)(=O)OCCCCNCCCCO